1,2,2-tetramethylethylene CC(=C(C)C)C